3-(N-salicyl)amino-5-methyl-1,2,4-triazole C(C=1C(O)=CC=CC1)NC1=NNC(=N1)C